BrC1=CN=C2C(=NC(=NN21)OC[C@H]2N(CC(C2)(F)F)C)OC(C)(C)C (S)-7-bromo-4-(tert-butoxy)-2-((4,4-difluoro-1-methylpyrrolidin-2-yl)methoxy)imidazo[2,1-f][1,2,4]triazine